6-(4-amino-2,6-dichlorophenoxy)-2-(pyridin-2-ylmethyl)-3,4-dihydroisoquinoline-1(2H)-one NC1=CC(=C(OC=2C=C3CCN(C(C3=CC2)=O)CC2=NC=CC=C2)C(=C1)Cl)Cl